COC(=O)C=1C=NN2C1N=C(C=C2C(F)F)C2=CC(=C(C=C2)C)C 7-difluoromethyl-5-(3,4-dimethylphenyl)pyrazolo[1,5-a]pyrimidine-3-carboxylic acid methyl ester